ClC=1N=CC2=C(N1)N(CC=C2C)C2CCOCC2 2-chloro-5-methyl-8-(tetrahydro-2H-pyran-4-yl)pyrido[2,3-d]pyrimidine